(thianthren-1-yl)-4H-pyran-4-one C1(=CC=CC=2SC3=CC=CC=C3SC12)C=1OC=CC(C1)=O